FC=1C(=C(C=CC1F)[C@H]1[C@@H](O[C@@](C1)(C)COC)C(=O)NC1=CC(=NC=C1)C(=O)N)OC |o1:8,9,11| rel-4-((2R,3S,5R)-3-(3,4-difluoro-2-methoxyphenyl)-5-(methoxymethyl)-5-methyltetrahydrofuran-2-carboxamido)picolinamide